3-[6-[1-[(4-fluoro-4-piperidyl)methyl]-4-piperidyl]-1-methyl-indazol-3-yl]piperidine-2,6-dione FC1(CCNCC1)CN1CCC(CC1)C1=CC=C2C(=NN(C2=C1)C)C1C(NC(CC1)=O)=O